CCC(CC)NS([O-])(=O)=O.[Na+] Sodium N-pentan-3-ylsulfamate